N-[[1-[(dimethylamino)methyl]cyclohexyl]methyl]-4,5,6,7,8,9-hexahydrocycloocta[b]thiophene-2-carboxamide CN(C)CC1(CCCCC1)CNC(=O)C1=CC2=C(S1)CCCCCC2